COC1=C(C=C(OC2=NC=CC(=C2)C(F)(F)F)C=C1)[N+](=O)[O-] 2-(4-Methoxy-3-nitrophenoxy)-4-(trifluoromethyl)pyridine